CC1=CC(=NN1C1=CC=C(C=C1)CC1=CC=C(C=C1)C1=NC=C(C=C1)CN1CCNCC1)C(=O)N 5-methyl-1-(4-(4-(5-(piperazin-1-ylmethyl)pyridin-2-yl)benzyl)phenyl)-1H-pyrazole-3-carboxamide